N1CCC(CC1)N1C=CC2=C1N=CN=C2N 7-piperidin-4-yl-7H-pyrrolo[2,3-d]pyrimidin-4-ylamine